3-(5-(4-(piperazin-1-yl)phenyl)-4H-1,2,4-triazol-3-yl)pyrazolo[1,5-a]pyrimidine N1(CCNCC1)C1=CC=C(C=C1)C=1NC(=NN1)C=1C=NN2C1N=CC=C2